Cl.FC(F)(F)C1=NC(=NC=C1)N (trifluoromethyl)pyrimidin-2-amine hydrochloride